C(C)(C)(C)C1=CC(=CC2=C1OP(OC1=C2C=C(C=C1C(C)(C)C)OC)O[C@H](CP1[C@H](CC[C@@H]1C1=CC=CC=C1)C1=CC=CC=C1)C1=CC=CC=C1)OC 4,8-di-tert-butyl-6-((S)-2-((2R,5R)-2,5-diphenylphospholan-1-yl)-1-phenylethoxy)-2,10-dimethoxydibenzo[d,f][1,3,2]dioxaphosphepin